N-(5-chloro-6-phenoxy-3-pyridyl)-6-[(3S)-3-piperidyl]quinazolin-4-amine ClC=1C=C(C=NC1OC1=CC=CC=C1)NC1=NC=NC2=CC=C(C=C12)[C@H]1CNCCC1